ClC1=CC=C(C=C1)[C@H](NC(=O)N1[C@@H](C(NCC1)=O)C)C=1C=NC(=CC1)OCC(F)(F)F (2R)-N-((S)-(4-chlorophenyl)(6-(2,2,2-trifluoroethoxy)pyridin-3-yl)methyl)-2-methyl-3-oxopiperazine-1-carboxamide